C=CC=CCCCCCCCC(CCCC)C(O)(C[N+](C)(C)C)CC([O-])=O 12-hexadecadienyl-carnitine